2-[[1-(3-chloropyrazol-1-yl)cyclopropanecarbonyl]amino]-4-[[3-fluoro-2-methoxy-propyl]-[4-(5,6,7,8-tetrahydro-1,8-naphthyridin-2-yl)butyl]amino]butanoic acid ClC1=NN(C=C1)C1(CC1)C(=O)NC(C(=O)O)CCN(CCCCC1=NC=2NCCCC2C=C1)CC(CF)OC